NC1=NC=2C=C(C(=CC2C2=C1COC2)C(=O)N(C)C2CCOC1=CC(=CC=C21)Br)F 4-amino-N-(7-bromochroman-4-yl)-7-fluoro-N-methyl-1,3-dihydrofuro[3,4-c]quinoline-8-carboxamide